FC1CNCCC1C1=CC=CC=2N(C(N(C21)C)=O)C2C(NC(CC2)=O)=O 3-[4-(3-fluoro-4-piperidinyl)-3-methyl-2-oxo-benzimidazol-1-yl]piperidine-2,6-dione